(1R,3r,5S)-8-methyl-8-azabicyclo[3.2.1]octan-3-yl 2-phenylacrylate C1(=CC=CC=C1)C(C(=O)OC1C[C@H]2CC[C@@H](C1)N2C)=C